((6-bromopyridin-3-yl)methyl)-4-methylpiperazine BrC1=CC=C(C=N1)CN1CCN(CC1)C